N-(6-iodoimidazo[1,2-b]pyridazin-2-yl)cyclopropanecarboxamide IC=1C=CC=2N(N1)C=C(N2)NC(=O)C2CC2